ClC=1C=C(NC2(CCC3(C(CC4=CC=CC=C34)CC(COC3=C4C(=NC=C3)C=CS4)COC4=CC=CC=C4)CC2)C(=O)O)C=CC1 (1r,4r)-4-(3-Chloroanilino)-2'-{2-(phenoxymethyl)-3-[(thieno[3,2-b]pyridin-7-yl)oxy]propyl}-2',3'-dihydrospiro[cyclohexane-1,1'-indene]-4-carboxylic acid